(p-tolyl)tris(1-naphthyl)silane CC1=CC=C(C=C1)[Si](C2=CC=CC3=CC=CC=C32)(C4=CC=CC5=CC=CC=C54)C6=CC=CC7=CC=CC=C76